methyl-{toluene} CCC1=CC=CC=C1